6-(4-((2R,6R)-4-acryloyl-6-methyl-1-(methylsulfonyl)piperazin-2-yl)-6-chloropyridin-2-yl)-2-methoxy-N-methylpyrimidine-4-carboxamide C(C=C)(=O)N1C[C@H](N([C@@H](C1)C)S(=O)(=O)C)C1=CC(=NC(=C1)Cl)C1=CC(=NC(=N1)OC)C(=O)NC